N-(4-((2-(1,1-difluoroethyl)-6-ethylpyrimidin-4-yl)amino)-5-(6-methoxypyridazin-3-yl)pyridin-2-yl)acetamide FC(C)(F)C1=NC(=CC(=N1)NC1=CC(=NC=C1C=1N=NC(=CC1)OC)NC(C)=O)CC